ClC=1C=C(C=CC1Cl)N1C(N(C(C2=CC=C(C=C12)C=1C=NC=C(C1)Cl)=O)C=1C=NC=CC1)=O 1-(3,4-dichlorophenyl)-7-(5-chloropyridin-3-yl)-3-(pyridin-3-yl)quinazolin-2,4(1H,3H)-dione